5-(2-fluoro-6-methylphenyl)-3-(4-(4-hydroxylpiperidin-1-yl)phenyl)-1H-pyrazolo[4,3-c]pyridazin-6(5H)-one FC1=C(C(=CC=C1)C)N1N=C2C(=CC1=O)NN=C2C2=CC=C(C=C2)N2CCC(CC2)O